N-p-toluenesulfonyl-N'-phenyl-urea CC1=CC=C(C=C1)S(=O)(=O)NC(=O)NC1=CC=CC=C1